ClC1=NN2C(N=CC(=C2[C@H](C)OC)NC(N)=O)=C1 3-(2-chloro-7-((S)-1-methoxyethyl)pyrazolo[1,5-a]Pyrimidin-6-yl)urea